2,2'-(1,4-phenylene)bis(1-((1-((1-methoxypropan-2-yl)oxy)propan-2-yl)oxy)propan-2-ol) C1(=CC=C(C=C1)C(COC(COC(COC)C)C)(C)O)C(COC(COC(COC)C)C)(C)O